N-(8-(1-methoxyethyl)imidazo[1,2-b]pyridazin-7-yl)-N'-(6-(2H-1,2,3-triazol-2-yl)-5-(trifluoromethyl)pyridin-3-yl)urea COC(C)C=1C=2N(N=CC1NC(=O)NC=1C=NC(=C(C1)C(F)(F)F)N1N=CC=N1)C=CN2